CN(CCC1(C(C=C(C(=C1)OC)NC1=NC=CC(=N1)C=1C=NN2C1CCCC2)N)NC)C 1-(2-dimethylaminoethyl)-5-methoxy-N1-methyl-N4-{4-(4,5,6,7-Tetrahydropyrazolo[1,5-a]Pyridin-3-yl)pyrimidin-2-yl}benzene-1,2,4-triamine